C(CC)[SiH](C1=CC=C(C=C1)C(=C)C1=CC=C(C=C1)N(C)C)CCC 1-[4-(dipropylsilyl)phenyl]-1-[4-(N,N-dimethylamino)phenyl]ethene